5-((benzyloxy)methoxy)-4-cyanopyrazolo[1,5-a]pyridine C(C1=CC=CC=C1)OCOC1=C(C=2N(C=C1)N=CC2)C#N